FC1=C(C(=O)NC2=NC=C(C=C2)F)C=C(C=C1F)C1=CC=NN1C 2,3-Difluoro-N-(5-fluoropyridin-2-yl)-5-(1-methyl-1H-pyrazol-5-yl)benzamide